1-tert-butyl 6-methyl 2-[[tert-butoxycarbonyl(cyclobutylmethyl)amino]methyl]pyrrolo[3,2-b]pyridine-1,6-dicarboxylate C(C)(C)(C)OC(=O)N(CC1CCC1)CC1=CC2=NC=C(C=C2N1C(=O)OC(C)(C)C)C(=O)OC